C=1NC=C2C1CCCCC2=O 5,6,7,8-tetrahydrocyclohepta[c]pyrrol-4(2H)-one